tert-butyl (2S)-2-(benzyloxycarbonylaminomethyl)pyrrolidine-1-carboxylate C(C1=CC=CC=C1)OC(=O)NC[C@H]1N(CCC1)C(=O)OC(C)(C)C